S(SBr)Br Disulfur dibromide